C(CCCCCCCCCC(C)C)C=1C(=C(C(=C(C1C(=O)O)C(=O)O)CCCCCCCCCCC(C)C)C(=O)O)CCCCCCCCCCC(C)C.C(C=1C(C(=O)OCCCCCCC(C)C)=CC(C(=O)OCCCCCCC(C)C)=CC1)(=O)OCCCCCCC(C)C triisononyl trimellitate Triisotridecyl-trimellitate